OCCCCCCC#CC1=C2C(N(C(=NC2=CC=C1)C)C1CNCCC1)=O 3-(5-(8-Hydroxyoct-1-yn-1-yl)-2-methyl-4-oxoquinazolin-3(4H)-yl)piperidin